ClC1=NC(=C2C(=N1)N(N=C2)C(C)CCC)NC=2N=CN(C2)C2=CC(=C(C(=C2)OC)OC)OC 6-chloro-1-(pent-2-yl)-N-(1-(3,4,5-trimethoxyphenyl)-1H-imidazol-4-yl)-1H-pyrazolo[3,4-d]pyrimidin-4-amine